NC=1C(=NC(=CN1)C=1SC=CC1)C(=O)OC methyl 3-amino-6-(thiophen-2-yl)pyrazine-2-carboxylate